1-octyl-3-methylimidazole ammonium bromide [Br-].[NH4+].C(CCCCCCC)N1CN(C=C1)C